2-methyl-7-[4-(1-methyl-4-pyridin-4-yl-1H-pyrazol-3-yl)-phenoxymethyl]-thiazolo[3,2-a]pyrimidin-5-one CC1=CN2C(=NC(=CC2=O)COC2=CC=C(C=C2)C2=NN(C=C2C2=CC=NC=C2)C)S1